2,5-dimethyl-2,5-di(tertiary-butylperoxy)hexyne CC(C)(C#CC(C)(OOC(C)(C)C)C)OOC(C)(C)C